(Z)-4-nitrophenylketone [N+](=O)([O-])C1=CC=C(C=C1)C(=O)C1=CC=C(C=C1)[N+](=O)[O-]